NC1=C(C=CC=C1)CS(=O)(=O)N (2-aminophenyl)methanesulfonamide